N-(3-(diethylamino)propyl)-2-(4-(pyrrolidin-1-ylmethyl)phenyl)benzo[d]imidazo[2,1-b]thiazole C(C)N(CCCN1C(=CN2C1SC1=C2C=CC=C1)C1=CC=C(C=C1)CN1CCCC1)CC